C1(=CC=CC=C1)C1=C2C=CC=CC2=C(C2=CC=CC=C12)C1=C(C=CC=C1)B1OC(C)(C)C(C)(C)O1 (2-(10-phenyl-9-anthryl)phenyl)-boronic acid pinacol ester